3-(sec-butyl)-7-fluoro-4-(1H-pyrazole-5-carbonyl)-1,3,4,5-tetrahydro-2H-benzo[1,4]diazepin-2-one C(C)(CC)C1C(NC2=C(CN1C(=O)C1=CC=NN1)C=C(C=C2)F)=O